tert-butyl N-[(1R,3S)-3-[[[4-[[tert-butyl(diphenyl)silyl]oxy-cyclopropyl-methyl]-2-pyridyl]amino]carbamoyl]cyclohexyl]carbamate [Si](C1=CC=CC=C1)(C1=CC=CC=C1)(C(C)(C)C)OC(C1=CC(=NC=C1)NNC(=O)[C@@H]1C[C@@H](CCC1)NC(OC(C)(C)C)=O)C1CC1